FC=1C(=CC(=NC1)OC)C1=CC(=NN1)C(=O)N1C2(CC2)C[C@H](CC1)C(=O)N[C@@H](C)C12CCC(CC1)(CC2)O (S)-4-(5-(5-fluoro-2-methoxypyridin-4-yl)-1H-pyrazole-3-carbonyl)-N-((S)-1-(4-hydroxybicyclo[2.2.2]oct-1-yl)ethyl)-4-azaspiro[2.5]octane-7-carboxamide